OCC(CO)NC(C1=CN=CC=C1N1C2=C(OCC1)C=NC(=C2)C2=NC(=CC=C2)C)=O N-(1,3-dihydroxypropan-2-yl)-4-(7-(6-methylpyridin-2-yl)-2,3-dihydro-1H-pyrido[3,4-b][1,4]oxazin-1-yl)nicotinamide